N-hydroxy(methyl)amide O[N-]C